3-(methylamino)bicyclo[1.1.1]pentane-1-carboxylic acid CNC12CC(C1)(C2)C(=O)O